1-(tert-butyl)-3-(2-phenylquinoline-6-yl)urea C(C)(C)(C)NC(=O)NC=1C=C2C=CC(=NC2=CC1)C1=CC=CC=C1